2-(1-fluoronaphthalen-2-yl)benzene-1,3-diol FC1=C(C=CC2=CC=CC=C12)C1=C(C=CC=C1O)O